5-{(1-(cyclopropanecarbonyl)-4-hydroxypiperidin-4-yl)methyl}-1-(4-(6-(3-(methylamino)pyrrolidin-1-yl)pyridin-3-yl)phenyl)-1H-pyrazolo[3,4-d]pyrimidin-4(5H)-one C1(CC1)C(=O)N1CCC(CC1)(O)CN1C=NC2=C(C1=O)C=NN2C2=CC=C(C=C2)C=2C=NC(=CC2)N2CC(CC2)NC